BrC=1C=NC=2C=CC=C(C2C1)C(=O)N[C@@H]1CCO[C@]12O[C@@H]([C@@H]([C@@H]([C@H]2O)N2N=NC(=C2)C2=CC(=C(C(=C2)F)F)F)O)CO 3-Bromo-N-((4R,5S,7R,8R,9S,10R)-8,10-dihydroxy-7-(hydroxymethyl)-9-(4-(3,4,5-trifluorophenyl)-1H-1,2,3-triazol-1-yl)-1,6-dioxaspiro[4.5]decan-4-yl)quinoline-5-carboxamide